terephthalimide C1(C2=CC=C(C(N1)=O)C=C2)=O